C(C)N(C1=NC2=C(C=CC=C2C(N1NC(CC1=CC(=CC(=C1)F)F)=O)=O)F)CC N-(2-Diethylamino-8-fluoro-4-oxo-4H-quinazolin-3-yl)-2-(3,5-difluoro-phenyl)-acetamide